(-)-1-(3-(Aminomethyl)phenyl)-N-(3-((cyclopropylmethylamino)(2-methoxynaphthalen-1-yl)methyl)phenyl)-3-(trifluoromethyl)-1H-pyrazole-5-carboxamide NCC=1C=C(C=CC1)N1N=C(C=C1C(=O)NC1=CC(=CC=C1)C(C1=C(C=CC2=CC=CC=C12)OC)NCC1CC1)C(F)(F)F